4-((3-acrylamidocyclohexyl)amino)-1H-pyrrolo[2,3-b]pyridine-5-carboxamide C(C=C)(=O)NC1CC(CCC1)NC1=C2C(=NC=C1C(=O)N)NC=C2